bis(2-oxo-3-oxazolidinyl)-phosphinoyl chloride O=C1OCCN1P(=O)(N1C(OCC1)=O)Cl